methyl-biguanide CNC(=N)NC(=N)N